C(C1=CC=CC=C1)N(C(=O)C1CCCC1)O N-benzyl-N-hydroxycyclopentanecarboxamide